The molecule is a 4-O-(1H-indol-3-ylcarbonyl)ascaroside derived from 10-hydroxydecanoic acid. It is a metabolite of the nematode Caenorhabditis elegans. It has a role as a Caenorhabditis elegans metabolite. It is a 4-O-(1H-indol-3-ylcarbonyl)ascaroside, a monocarboxylic acid and an omega-hydroxy fatty acid ascaroside. It derives from a 10-hydroxycapric acid. C[C@H]1[C@@H](C[C@H]([C@@H](O1)OCCCCCCCCCC(=O)O)O)OC(=O)C2=CNC3=CC=CC=C32